N-(4-fluoro-2-iodophenyl)hydrazine HCl salt Cl.FC1=CC(=C(C=C1)NN)I